N,N-bis(2-hydroxy-ethyl)-2-aminoethanesulfonic acid OCCN(CCS(=O)(=O)O)CCO